7-fluoro-N,4-bis(4-methoxybenzyl)-6-nitro-3-oxo-3,4-dihydro-2H-benzo[b][1,4]oxazine-8-carboxamide FC=1C(=CC2=C(OCC(N2CC2=CC=C(C=C2)OC)=O)C1C(=O)NCC1=CC=C(C=C1)OC)[N+](=O)[O-]